NC=1C=C(C=C2C=C(N=CC12)NC(=O)[C@H]1[C@@H](C1)C#N)C=1C=NC=CC1CCO |r| (±)-trans-N-[8-amino-6-[4-(2-hydroxyethyl)-3-pyridyl]-3-isoquinolyl]-2-cyano-cyclopropanecarboxamide